O[C@H]1CC(C=C2CC[C@H]3[C@@H]4CC[C@@H]([C@@]4(C)CCC3=C12)O)=O 1α,17β-dihydroxyestra-4,9-diene-3-one